C(C1=CC=CC=C1)N(C(=O)OCC)C1(CCN(CC1)C1=CC=C(C=C1)N)C benzyl-N-[1-(4-aminophenyl)-4-methylpiperidin-4-yl]Urethane